C12OCC(CC1)(CC2)CO[C@@H]([C@@H](COC2CCN(CC2)C(=O)OC(C)(C)C)N)C tert-butyl 4-((2R,3R)-3-(2-oxabicyclo[2.2.2]octan-4-ylmethoxy)-2-aminobutoxy)piperidine-1-carboxylate